Cl.CN(C)CC1=CC=C(C(=O)O)C=C1 4-[(dimethylamino)methyl]benzoic acid, hydrochloride